(R)-2-(2-(2-chlorophenyl)pyrrolidin-1-yl)-5-hydroxy-N-(isoxazol-4-yl)-1-methyl-6-oxo-1,6-dihydropyrimidine-4-carboxamide ClC1=C(C=CC=C1)[C@@H]1N(CCC1)C=1N(C(C(=C(N1)C(=O)NC=1C=NOC1)O)=O)C